CC1(N=C(OC1)C1=C(C=CC=C1)Br)C 2-(4,4-dimethyl-4,5-dihydro-oxazol-2-yl)bromobenzene